difluorospiro[2.4]heptan FC1(CC12CCCC2)F